ethyl 2-(2-((7-(3-(((tert-butoxycarbonyl)amino)methyl)phenyl)-2-(((tertbutyldimethylsilyl)oxy)methyl)benzofuran-5-yl)methoxy)-4-carbamoylphenyl)acetate C(C)(C)(C)OC(=O)NCC=1C=C(C=CC1)C1=CC(=CC=2C=C(OC21)CO[Si](C)(C)C(C)(C)C)COC2=C(C=CC(=C2)C(N)=O)CC(=O)OCC